6,6-difluoro-2-azaspiro[3.3]Heptane FC1(CC2(CNC2)C1)F